C(C)OC(=O)N(C(C(=O)OCC)C(CC)C)CC(C)C ethyl 2-((ethoxycarbonyl)(isobutyl)amino)-3-methylpentanoate